(S)-1-[(S)-1-({3-(Dimethylamino)-1,5-dioxa-9-aza-9-spiro[5.5]undecyl}carbonyl)-3-methylbutyl]-3-isobutyl-2-piperazinone CN(C1COC2(OC1)CCN(CC2)C(=O)[C@H](CC(C)C)N2C([C@@H](NCC2)CC(C)C)=O)C